N1(C=CC=C1)C(=O)C1=CC=2C(C3=CC=CC=C3C(C2C=C1)=O)=O 2-(1H-pyrrole-1-carbonyl)anthracene-9,10-dione